C1(=CC=CC=C1)CS(=O)(=O)F phenylmethylsulfonyl fluoride